FC=1C(=NC(=NC1)N[C@@H]1C[C@H]2CO[C@@H]([C@H]1O)O2)C=2C=C(C1=C(N(C(=N1)[C@@H]1COCC1)C(C)C)C2)F (1S,3R,4S,5R)-3-((5-fluoro-4-(4-fluoro-1-isopropyl-2-((R)-tetrahydrofuran-3-yl)-1H-benzo[d]imidazol-6-yl)pyrimidin-2-yl)amino)-6,8-dioxabicyclo[3.2.1]octan-4-ol